O[C@@](C)(CC)C=1NC(C=2SC(=C3OCCCC1C23)C=2C(=NNC2)C)=O (S)-5-(2-hydroxybutan-2-yl)-1-(3-methyl-1H-pyrazol-4-yl)-4,6,7,8-tetrahydro-3H-9-oxa-2-thia-4-azabenzo[cd]azulen-3-one